CC1C(CCCC1C)NC(CC)C 3-(2,3-Dimethylcyclohexyl)aminobutan